1-[4-(cyanomethyl)-1-(2-hydroxy-2-phenyl-ethyl)-4-piperidyl]-3-(cyclopropanecarbonylamino)pyrazole-4-carboxamide C(#N)CC1(CCN(CC1)CC(C1=CC=CC=C1)O)N1N=C(C(=C1)C(=O)N)NC(=O)C1CC1